C(C)(C)(C)C1=CC=C(C=C1)C1COC2=CC(=NC(NS(C=3C=CC=C(C(N1C)=O)C3)(=O)=O)=N2)C2=C(C=CC=C2C)C 11-(4-tert-butylphenyl)-6-(2,6-dimethylphenyl)-12-methyl-2,2-dioxo-9-oxa-2λ6-thia-3,5,12,19-tetrazatricyclo[12.3.1.14,8]nonadeca-1(18),4(19),5,7,14,16-hexaen-13-one